methyl 5-chloro-2-methoxy-3-(2-((methylsulfonyl)oxy)ethyl)benzoate ClC=1C=C(C(=C(C(=O)OC)C1)OC)CCOS(=O)(=O)C